C(C)(C)(C)OC(=O)N1CC(C=CC1)(F)F 3,3-difluoro-1,2,3,6-tetrahydropyridine-1-carboxylic acid tert-butyl ester